(S)-N-(3-(2-((1,5-dimethyl-1H-pyrazol-3-yl)amino)-5-methylpyrimidin-4-yl)-1H-indol-7-yl)-2-(3-((6-phenylpyrimidin-4-yl)oxy)pyrrolidin-1-yl)acetamide CN1N=C(C=C1C)NC1=NC=C(C(=N1)C1=CNC2=C(C=CC=C12)NC(CN1C[C@H](CC1)OC1=NC=NC(=C1)C1=CC=CC=C1)=O)C